N[C@@H]1[C@@H](OCC12CCN(CC2)C2=CN=C1C(N(C(NC1=N2)=O)C2=C(C(=CC=C2)C2=NC=NC=C2)Cl)=O)C 7-((3S,4S)-4-amino-3-methyl-2-oxa-8-azaspiro[4.5]decane-8-yl)-3-(2-chloro-3-(pyrimidine-4-yl)phenyl)pteridine-2,4(1H,3H)-dione